C(C1=CC=CC=C1)N1CC(CC1)(C1=CC=C(C=C1)Cl)NS(=O)(=O)C1=CC=C(C=C1)OC1=CC=C(C=C1)C(F)(F)F N-(1-benzyl-3-(4-chlorophenyl)pyrrolidin-3-yl)-4-(4-(trifluoromethyl)phenoxy)benzenesulfonamide